C[Si](CCCCCCCCCC[Si](C)(C)C)(C)C 1,10-bis(trimethylsilyl)decane